BrC=1C=C(C=CC1F)S(=O)(=O)N(CC1=CC=C(C=C1)OC)CC 3-Bromo-N-ethyl-4-fluoro-N-[(4-methoxyphenyl)methyl]benzenesulfonamide